BrC1=CN(C2=CC=CC(=C12)C#N)C(=O)OC(C)(C)C tert-butyl 3-bromo-4-cyano-1H-indole-1-carboxylate